O=C1NC(CCC1N1C(C2=CC=CC(=C2C1=O)N1CCN(CC1)CC1CN(C1)NC(OCC1=CC=CC=C1)=O)=O)=O benzyl (3-((4-(2-(2,6-dioxopiperidin-3-yl)-1,3-dioxoisoindolin-4-yl)piperazin-1-yl)methyl) azetidin-1-yl)carbamate